N6-methyl-2-(1,6-naphthyridin-2-carboxamido)-5-oxohexandiamid CNC(C(CCC(C(=O)N)NC(=O)C1=NC2=CC=NC=C2C=C1)=O)=O